4-chloro-6-hydroxy-2-(pyridin-2-yl)pyrimidine-5-carbohydrazide ClC1=NC(=NC(=C1C(=O)NN)O)C1=NC=CC=C1